6-benzyl 3-methyl 7,8-dihydropyrido[4,3-C]pyridazine-3,6(5H)-dicarboxylate N1=NC(=CC2=C1CCN(C2)C(=O)OCC2=CC=CC=C2)C(=O)OC